NC1=CC=C(C=C1)N1CCC(CC1)CN1CC2(CN(C2)C(=O)OC(C)(C)C)C1 tert-butyl 6-[[1-(4-aminophenyl)-4-piperidyl]methyl]-2,6-diazaspiro[3.3]heptane-2-carboxylate